C12C(CC(CC1)O2)C2=NC(=NO2)C=2C=CC=NC2 5-[5-(7-oxa-bicyclo[2.2.1]hept-2-yl)-[1,2,4]oxadiazol-3-yl]-pyridin